FC=1C=CC(=C(C1)[C@@H](NC(C1=CC(=CC(=C1)C1=NC=C(C=N1)C=1CCNCC1)C)=O)C=1NC2=CC=CC=C2C1)O (R)-N-((5-fluoro-2-hydroxyphenyl)(1H-indole-2-yl)methyl)-3-methyl-5-(5-(1,2,3,6-tetrahydropyridine-4-yl)pyrimidine-2-yl)benzamide